5-[4-[[(3-ethyl-2-pyridyl)amino]methyl]-2-fluoro-6-hydroxy-phenyl]-1,1-dioxo-1,2,5-thiadiazolidin-3-one C(C)C=1C(=NC=CC1)NCC1=CC(=C(C(=C1)O)N1CC(NS1(=O)=O)=O)F